2,6,8-trioxypurine OC1N=C(O)C2N=C(O)NC=2N=1